C(C1=CC=CC=C1)N1N=C(C=C1)NS(=O)(=O)C1=CC=CC=C1 N-(1-benzylpyrazol-3-yl)benzenesulfonamide